C(=O)O.CNC(=O)C1OCCC1C1=CC=CC=C1 N-methyl-3-phenyltetrahydrofuran-2-carboxamide formate